N-((1r,3r)-3-cyanocyclobutyl)-2-(2,6-dichloro-4-(6-(difluoromethyl)-3,5-dioxo-4,5-dihydro-1,2,4-triazin-2(3H)-yl)phenoxy)-5-hydroxypyridine-4-sulfonamide C(#N)C1CC(C1)NS(=O)(=O)C1=CC(=NC=C1O)OC1=C(C=C(C=C1Cl)N1N=C(C(NC1=O)=O)C(F)F)Cl